[4-chloro-3-({[2-isobutyl-1-(3-phenylpropyl)-1H-pyrrole-3-yl]carbonyl}amino)phenyl]acetic acid ClC1=C(C=C(C=C1)CC(=O)O)NC(=O)C1=C(N(C=C1)CCCC1=CC=CC=C1)CC(C)C